methyl-5-(2,6-difluorophenyl)-1-[(4-methoxyphenyl)methyl]-6H-pyrazolo[4,3-d][1,3]benzodiazepine-9-carboxylic acid CC1=NN(C2=C1N=C(NC1=C2C=C(C=C1)C(=O)O)C1=C(C=CC=C1F)F)CC1=CC=C(C=C1)OC